4-(1-Naphthyl)-5-phenyl-2-(3-thienyl)imidazole tert-butyl-N-[4-[(4-iodo-N-methyl-anilino)methyl]cyclohexyl]-N-methyl-carbamate C(C)(C)(C)OC(N(C)C1CCC(CC1)CN(C1=CC=C(C=C1)I)C)=O.C1(=CC=CC2=CC=CC=C12)C=1N=C(NC1C1=CC=CC=C1)C1=CSC=C1